1-isopropyl-3-(3-(1-(methoxymethoxy)cyclopropyl)phenyl)-N-(3-methyl-1,1-dioxidothietan-3-yl)-1H-pyrazolo[4,3-b]pyridine-6-carboxamide C(C)(C)N1N=C(C2=NC=C(C=C21)C(=O)NC2(CS(C2)(=O)=O)C)C2=CC(=CC=C2)C2(CC2)OCOC